N-Dodecyl-N-Methyl-Carbamodithioic Acid N-Dodecyl-N-Methylammonium Salt C(CCCCCCCCCCC)[NH2+]C.C(CCCCCCCCCCC)N(C(=S)[S-])C